2,5-bis(2,4-diaminophenoxy)toluene NC1=C(OC2=C(C)C=C(C=C2)OC2=C(C=C(C=C2)N)N)C=CC(=C1)N